(2-(5-(2-(3,4-dimethoxyphenyl)-3-isopropyl-1H-indole-5-carbonyl)hexahydropyrrolo[3,4-c]pyrrol-2(1H)-yl)-2-oxoethyl)(methyl)carbamic acid tert-butyl ester C(C)(C)(C)OC(N(C)CC(=O)N1CC2CN(CC2C1)C(=O)C=1C=C2C(=C(NC2=CC1)C1=CC(=C(C=C1)OC)OC)C(C)C)=O